FC=1C=C(C=C(C1)F)C=1C(=NN(C(C1C)=O)CC(=O)NC1=NC=NC=C1F)C(C)C 2-[4-(3,5-difluorophenyl)-5-methyl-6-oxo-3-propan-2-ylpyridazin-1-yl]-N-(5-fluoropyrimidin-4-yl)acetamide